2-(((6-(4-((6-cyclopentylpyrazin-2-yl)amino)-3-methylisoxazol-5-yl)-2-methylpyridin-3-yl)oxy)methyl)cyclohexane-1-carboxylic acid C1(CCCC1)C1=CN=CC(=N1)NC=1C(=NOC1C1=CC=C(C(=N1)C)OCC1C(CCCC1)C(=O)O)C